2-(2-aminopyridin-4-yl)-5-(5-((5-(2-ethyl-2H-tetrazol-5-yl)pyridin-2-yl)-oxy)-3,3-dimethylpentyl)-1,2,5-thiadiazolidine 1,1-dioxide NC1=NC=CC(=C1)N1S(N(CC1)CCC(CCOC1=NC=C(C=C1)C=1N=NN(N1)CC)(C)C)(=O)=O